[Si](C)(C)(C(C)(C)C)OCC(CCCC(C(=O)OC(C)(C)C)(C)C1=CC(=CC=C1)CC(C(=O)OCC)(C)C)(C)C tert-Butyl 7-((tert-butyldimethylsilyl)oxy)-2-(3-(3-ethoxy-2,2-dimethyl-3-oxopropyl)phenyl)-2,6,6-trimethylheptanoate